BrC=1C=C(C(=NC1)N1N=NC=C1C(=O)OC)C(F)F methyl 1-(5-bromo-3-(difluoromethyl)pyridin-2-yl)-1H-1,2,3-triazole-5-carboxylate